2-((S)-1-(1-(5-chloropyrimidin-2-yl)piperidin-4-yl)ethoxy)-5-(6-(methylsulfonyl)pyridin-3-yl)thiazolo[5,4-b]pyridine ClC=1C=NC(=NC1)N1CCC(CC1)[C@H](C)OC=1SC2=NC(=CC=C2N1)C=1C=NC(=CC1)S(=O)(=O)C